ethylsulfonate, benzenesulfonate salt C1(=CC=CC=C1)S(=O)(=O)O.C(C)S(=O)(=O)O